C1(=O)NC(=NC(=O)N1)Cl The molecule is a dihydroxy-1,3,5-triazine that is 1,3,5-triazine-2,4-diol substituted by a chloro group at position 6. It is a chloro-1,3,5-triazine and a dihydroxy-1,3,5-triazine.